methyl (4-((3-(4-(((3S,4R)-3-fluoro-1-methylpiperidin-4-yl)amino)-1-(2,2,2-trifluoroethyl)-1H-indol-2-yl)prop-2-yn-1-yl)amino)-3-methoxybenzoyl)glycinate F[C@H]1CN(CC[C@H]1NC1=C2C=C(N(C2=CC=C1)CC(F)(F)F)C#CCNC1=C(C=C(C(=O)NCC(=O)OC)C=C1)OC)C